C1(CC1)C1=CC(=NO1)CNCC1=C(OCC2=C(C#N)C=CC=N2)C=CC=C1 2-((((((5-cyclopropylisoxazol-3-yl)methyl)amino)methyl)phenoxy)methyl)nicotinonitrile